C1(CCCCC1)CN1CCN(CCC1)C1=NC2=CC(=C(C=C2C(=N1)NC1CCN(CC1)C(C)C)OC)OCCCN1CCCC1 2-(4-(cyclohexylmethyl)-1,4-diazepan-1-yl)-N-(1-isopropylpiperidin-4-yl)-6-methoxy-7-(3-(pyrrolidin-1-yl)propoxy)quinazolin-4-amine